1-(4-isopropylbenzoyl)-1-hydroxy-1-methyl-ethane C(C)(C)C1=CC=C(C(=O)C(C)(C)O)C=C1